1-(((6-(4-fluorophenyl)-4-((1-(2-(trifluoromethyl)pyrimidin-5-yl)ethyl)amino)quinazolin-8-yl)oxy)methyl)cyclohexane-1-carboxylate FC1=CC=C(C=C1)C=1C=C2C(=NC=NC2=C(C1)OCC1(CCCCC1)C(=O)[O-])NC(C)C=1C=NC(=NC1)C(F)(F)F